1-(3,4-difluoro-2-hydroxyphenyl)propan-1-one FC=1C(=C(C=CC1F)C(CC)=O)O